N1=C(SC2=C1C1=CC=CC=C1C=C2)S naphtho[1,2-d]thiazole-2-thiol